CC=1C=CC(=C2CCNC12)OC(F)(F)F 7-Methyl-4-(trifluoromethoxy)-2,3-dihydro-1H-indole